CC1=NN(C2=CC=CC(=C12)CN1CC=C(C=C1)NC)C1C(NC(CC1)=O)=O 3-(3-methyl-4-((4-(methylamino)pyridin-1-yl)methyl)-1H-indazol-1-yl)piperidine-2,6-dione